4-(4-chlorophenyl)-4-oxo-3-(4-(4-(trifluoromethoxy)phenyl)piperazin-1-yl)butanamide ClC1=CC=C(C=C1)C(C(CC(=O)N)N1CCN(CC1)C1=CC=C(C=C1)OC(F)(F)F)=O